5-[1-(2-Fluoro-6-methyl-phenyl)-piperidin-4-yl]-2-(1-methyl-cyclopropylmethyl)-7-(2-trifluoromethyl-benzyl)-2,4,5,7-tetrahydro-pyrazolo[3,4-d]pyrimidin-6-on FC1=C(C(=CC=C1)C)N1CCC(CC1)N1C(N(C=2C(C1)=CN(N2)CC2(CC2)C)CC2=C(C=CC=C2)C(F)(F)F)=O